COCCNCC1(CCN(CC1)C=1C=C(N=NC1)C1=C(C=CC=C1)O)C1=CC=CC=C1 2-[5-(4-{[(2-methoxyethyl)amino]methyl}-4-phenylpiperidin-1-yl)pyridazin-3-yl]phenol